octanedicarboxylic anhydride C1(CCCCCCC)C(=O)OC1=O